ClC1=CC(=C(C(=O)N2C[C@H](N(CC2)C2=C(C(=O)NCC3=NC=CC=C3)C=C(C=C2)C=2C(=NC=CC2)OCC)CC)C=C1)C(F)(F)F 2-[(2R)-4-[4-chloro-2-(trifluoromethyl)benzoyl]-2-ethylpiperazin-1-yl]-5-(2-ethoxypyridin-3-yl)-N-[(pyridin-2-yl)methyl]benzamide